tert-butyl (1R,5S)-9-(7-bromo-2,6-dichloro-8-fluoroquinazolin-4-yl)-3-oxa-7,9-diazabicyclo[3.3.1]nonane-7-carboxylate BrC1=C(C=C2C(=NC(=NC2=C1F)Cl)N1[C@H]2COC[C@@H]1CN(C2)C(=O)OC(C)(C)C)Cl